androst-5-en C[C@@]12CCC[C@H]1[C@@H]1CC=C3CCCC[C@]3(C)[C@H]1CC2